CC1C=CC(C=C1)=O 4-methyl-2,5-cyclohexadien-1-one